ClC1=C(C=CC(=C1)F)C1(OC(=C(C1=O)O[Si](C)(C)C)N)C 2-(2-chloro-4-fluorophenyl)-2-methyl-4-trimethylsiloxy-5-amino-3(2H)-furanone